FC=1C=CC=C2C(N(C(=NC12)N1CCN(CC1)C1=CC2=C(OCO2)C=C1)C1=CC(=CC=C1)C(F)(F)F)CC(=O)OC Methyl {8-fluoro-2-[4-(1,3-benzodioxol-5-yl)-1-piperazinyl]-3-[3-(trifluoromethyl)phenyl]-3,4-dihydro-4-quinazolinyl}acetate